5-Bromo-6-cyclobutoxy-2-(1-methyl-2-oxabicyclo[2.1.1]hexan-4-yl)-2H-pyrazolo[3,4-b]pyridine BrC1=CC=2C(N=C1OC1CCC1)=NN(C2)C21COC(C2)(C1)C